N=1N2C(=C(C1)C=1C=C(C=CC1OC1=CC=C(C=C1)OC(F)(F)F)S(=O)(=O)NC)CCC2 3-(5,6-dihydro-4H-pyrrolo[1,2-b]pyrazol-3-yl)-N-methyl-4-[4-(trifluoromethoxy)phenoxy]benzene-1-sulfonamide